CN1C2=CC=CC=C2N(C=2C=CC=CC12)C=1C=C(C=CC1)C=1C(=CC=C(C1C1=CC(=CC=C1)N1C=2C=CC=CC2N(C2=CC=CC=C12)C)C1=CC(=CC=C1)N1C=2C=CC=CC2N(C2=CC=CC=C12)C)C1=CC=C(C=C1)C=1OC2=C(N1)C=CC=C2 2-(3''-(10-methylphenazin-5(10H)-yl)-3',4'-bis(3-(10-methylphenazin-5(10H)-yl)phenyl)-[1,1':2',1''-terphenyl]-4-yl)benzo[d]oxazole